N-Boc-threonine C(=O)(OC(C)(C)C)N[C@@H]([C@H](O)C)C(=O)O